(E)-3-(dimethylamino)-1-(thiophen-2-yl)prop-2-en-1-one CN(/C=C/C(=O)C=1SC=CC1)C